1-aminopentaethylene glycol NC(COCCOCCOCCOCCO)O